sodium peroxymonosulfate S(=O)(=O)(O[O-])[O-].[Na+].[Na+]